N=1C=NN2C1C=C(C=C2)OC2=C(C(=C(C=C2)NC=2C1=C(N=CN2)C=CC(=N1)OC1CCN(CC1)C(C=C)=O)F)Cl 1-(4-((4-((4-([1,2,4]triazolo[1,5-a]pyridin-7-yloxy)-3-chloro-2-fluorophenyl)amino)pyrido[3,2-d]pyrimidin-6-yl)oxy)piperidin-1-yl)prop-2-en-1-one